tert-butyl (tert-butoxycarbonyl)(7-(4-chloro-2-fluoro-3-hydroxyphenyl)-[1,2,4]triazolo[1,5-a]pyridin-2-yl)carbamate C(C)(C)(C)OC(=O)N(C(OC(C)(C)C)=O)C1=NN2C(C=C(C=C2)C2=C(C(=C(C=C2)Cl)O)F)=N1